CC1=C(C2=CC=CC=C2C(=C1)[N+](=O)[O-])C=1C=NC(=NC1)C(F)(F)F 5-(2-Methyl-4-nitronaphthalen-1-yl)-2-(trifluoromethyl)pyrimidine